5-(5-(3,5-dichlorophenyl)-3-(ethylsulfanyl)pyridin-2-yl)-2-(trifluoromethyl)pyrazolo[1,5-a]pyrimidine ClC=1C=C(C=C(C1)Cl)C=1C=C(C(=NC1)C1=NC=2N(C=C1)N=C(C2)C(F)(F)F)SCC